(5'S,7a'R)-5'-(3,5-difluorophenyl)-1-(5-methylpyridine-3-carbonyl)tetrahydro-3'H-spiro[piperidine-4,2'-pyrrolo[2,1-b][1,3]oxazol]-3'-one FC=1C=C(C=C(C1)F)[C@@H]1CC[C@H]2OC3(C(N21)=O)CCN(CC3)C(=O)C=3C=NC=C(C3)C